CN1N=C(C(=C1)[N+](=O)[O-])OC1CN(C1)C(C)=O 1-(3-((1-methyl-4-nitro-1H-pyrazol-3-yl)oxy)azetidin-1-yl)ethan-1-one